methyl (E)-2-[2-[3-(2-fluorophenoxy) phenoxy] phenyl]-3-methoxypropenoate FC1=C(OC=2C=C(OC3=C(C=CC=C3)/C(/C(=O)OC)=C\OC)C=CC2)C=CC=C1